NC1=NC=C(C=C1C=1C=C2CCNC(C2=CC1F)=O)C1=CC=C(C=C1)N1[C@@H]2CN([C@H](C1)C2)CC(F)F 6-(2-amino-5-(4-((1S,4S)-5-(2,2-difluoroethyl)-2,5-diazabicyclo[2.2.1]heptan-2-yl)phenyl)pyridin-3-yl)-7-fluoro-3,4-dihydroisoquinolin-1(2H)-one